C(C)OC(=O)C=1O[C@]([C@H](C1)O)(C(F)(F)F)C.C(C)N[Si](C(C)C)(C(C)C)NCC bis(ethylamino)diisopropylsilane ethyl-(4S,5R)-4-hydroxy-5-methyl-5-(trifluoromethyl)-4,5-dihydrofuran-2-carboxylate